N1(CCCCC1)C(=O)OCC1=CC(=CC=C1)F 3-fluorobenzyl piperidine-1-carboxylate